tert-butyl 2-methyl-4-(4,4,5,5-tetramethyl-1,3,2-dioxaborolan-2-yl)-5,6-dihydropyridine-1(2H)-carboxylate CC1N(CCC(=C1)B1OC(C(O1)(C)C)(C)C)C(=O)OC(C)(C)C